(Ra)-6-(1-((4'-Cyano-[1,1'-biphenyl]-4-yl)methyl)-4-fluoro-1H-indol-7-carboxamido)spiro-[3.3]heptan C(#N)C1=CC=C(C=C1)C1=CC=C(C=C1)CN1C=CC2=C(C=CC(=C12)C(=O)NC1CC2(CCC2)C1)F